ClC=1N=NC(=CC1C(=O)NC1C2C3CCC(C12)C3)Cl 3,6-dichloro-N-(tricyclo[3.2.1.02,4]octan-3-yl)pyridazine-4-carboxamide